(S)-2-amino-3-(1-(carboxymethyl)piperidin-4-yl)propanoic acid N[C@H](C(=O)O)CC1CCN(CC1)CC(=O)O